O1CCOC2=C1C=CC=C2C2=CC=C(C(=N2)OC)N 6-(2,3-dihydro-1,4-benzodioxin-5-yl)-2-methoxy-pyridin-3-amine